Cl.N=C=N Carbodiimide HCl